COC(COC1=NC=CC=C1C(F)(F)F)OC 2-(2,2-dimethoxyethoxy)-3-(trifluoromethyl)pyridine